5-(4-methoxyphenyl)-1,3,4-oxadiazole-2-carboxamide COC1=CC=C(C=C1)C1=NN=C(O1)C(=O)N